CN(C(C=CCCCCCCC)=O)C N,N-dimethyl-deceneamide